(1-(5-methyl-2-(trifluoromethyl)pyrimidin-4-yl)-1H-pyrazol-4-yl)methylamine hydrochloride Cl.CC=1C(=NC(=NC1)C(F)(F)F)N1N=CC(=C1)CN